N1CCC(CC1)CCN[C@@H]1C[C@H](CC1)NC1=NC=C(C(=N1)C1=CNC2=CC(=CC=C12)C(=O)O)C(F)(F)F 3-(2-((1S,3S)-3-((2-(piperidin-4-yl)ethyl)amino)cyclopentylamino)-5-(trifluoromethyl)pyrimidine-4-yl)-1H-indole-6-carboxylic acid